C(=CCCCC)C(=O)O.N[C@@H](CC(C)C)C(=O)O leucine hexene-1-carboxylate